N1CC(=CC1)C=1C=2N(C=C(C1)OCC(C)(C)O)N=CC2 4-(2,5-Dihydro-1H-pyrrol-3-yl)-6-(2-hydroxy-2-methylpropoxy)pyrazolo[1,5-a]pyridine